2-[(2S,5R)-2-(3-Aminophenyl)-5-methyl-1-piperidyl]-N-(5-methyl-3-pyridyl)-2-oxo-acetamide NC=1C=C(C=CC1)[C@H]1N(C[C@@H](CC1)C)C(C(=O)NC=1C=NC=C(C1)C)=O